ferrous bis(n-butyl-ethyl-phosphinate) C(CCC)P([O-])(=O)CC.C(CCC)P([O-])(=O)CC.[Fe+2]